1-(4-(2-(2-(dimethylamino)propoxy)-7-(3-hydroxynaphthalen-1-yl)-5,6,7,8-tetrahydropyrido[3,4-d]pyrimidin-4-yl)piperazin-1-yl)prop-2-en-1-one CN(C(COC=1N=C(C2=C(N1)CN(CC2)C2=CC(=CC1=CC=CC=C21)O)N2CCN(CC2)C(C=C)=O)C)C